CCOC(=O)C1=C(N(C2=CC(=C(C=C21)O)Br)C)CSC3=CC=CC=C3 thioindole